ClC1=CC(=C(COC2=CC=CC(=N2)N2CCN([C@@H]3CC[C@@H]23)CC2=NC3=C(N2C[C@H]2OCC2)C=C(C=C3OC)C(=O)OC)C=C1)F |&1:17,20| methyl 2-(((1RS,6RS)-5-(6-((4-chloro-2-fluorobenzyl)oxy)pyridin-2-yl)-2,5-diazabicyclo[4.2.0]octan-2-yl)methyl)-4-methoxy-1-(((S)-oxetan-2-yl)methyl)-1H-benzo[d]imidazole-6-carboxylate